4,5,6,7-tetrahydroisoxazolo[5,4-c]pyridin-3(2H)-one-4,4,5,5-d4 O1NC(C2=C1CNC(C2([2H])[2H])([2H])[2H])=O